hydroxyoxydiethylamine dipropionate C(CC)(=O)O.C(CC)(=O)O.OON(CC)CC